C(C)OC(=O)C1(CCN(CC1)C(=O)OC(C)(C)C)C 4-methylpiperidine-1,4-dicarboxylic acid 1-tert-butyl 4-ethyl ester